N-[(2R)-1,4-dioxan-2-ylmethyl]-2'-[(2S)-1,4-dioxan-2-ylmethyl]-8'-(trifluoromethyl)-2',5'-dihydrospiro[cyclobutan-1,4'-furo[2,3-g]indazol]-7'-carboxamide O1[C@@H](COCC1)CNC(=O)C1=C(C2=C(CC3(C4=CN(N=C24)C[C@@H]2OCCOC2)CCC3)O1)C(F)(F)F